C(C1=CC=CC=C1)C1(CCC(CC1)(N)N)CC1=CC=CC=C1 dibenzylcyclohexanediamine